CC1=C2C(=NC(=NC2=CC2=C1NC(C21CNC(O1)=O)=O)C)C trimethylspiro[oxazolidine-5,8'-pyrrolo[2,3-g]quinazoline]-2,7'(6'H)-dione